BrC1=CC=C(C=C1)C=1C(=NOC1C1=C(C=C(C(=C1)Cl)O)O)C(F)(F)F 4-(4-(4-bromophenyl)-3-(trifluoromethyl)isoxazol-5-yl)-6-chlorobenzene-1,3-diol